6-methyl-benzo[d]imidazole CC=1C=CC2=C(N=CN2)C1